FC(C1=NN=C(O1)C1=CC=2N(C=C1)C=C(N2)CN(S(=O)(=O)C2CCNCC2)C2=CC(=CC=C2)F)F N-((7-(5-(difluoromethyl)-1,3,4-oxadiazol-2-yl)imidazo[1,2-a]pyridin-2-yl)methyl)-N-(3-fluorophenyl)piperidine-4-sulfonamide